1,2-dithiazolin S1SN=CC1